S1C(=CC=C1)C(=O)NC=1C=C2C(=CNC2=CC1)C1CCN(CC1)CCCCCC 5-(2-thienoyl)amino-3-(1-hexylpiperidin-4-yl)-1H-indole